5-amino-8-(2,6-dimethyl-4-pyridinyl)-2-(1-methyl-3-piperidinyl)-7-phenyl-[1,2,4]triazolo[4,3-c]pyrimidin-3-one NC1=NC(=C(C=2N1C(N(N2)C2CN(CCC2)C)=O)C2=CC(=NC(=C2)C)C)C2=CC=CC=C2